4-(difluoromethyl)-N-methylbenzamide FC(C1=CC=C(C(=O)NC)C=C1)F